2-(trans-3-aminopiperidin-2-yl)-3-bromo-5-chloro-N-(thiophen-2-ylmethyl)thieno[3,2-b]pyridin-7-amine N[C@H]1[C@@H](NCCC1)C1=C(C2=NC(=CC(=C2S1)NCC=1SC=CC1)Cl)Br